C1(CC1)C(C1=CC=C(C=C1)C(F)(F)F)NC(CC(C(=O)O)=C)=O 4-((cyclopropyl(4-(trifluoromethyl)phenyl)methyl)amino)-2-methylene-4-oxobutanoic acid